C(C1=CC=CC=C1)N1C=2C(C2CC(C1=O)Br)(C(=O)OC)C1=CC=CC=C1 methyl 2-benzyl-4-bromo-3-oxo-7-phenyl-2-azabicyclo[4.1.0]heptene-7-carboxylate